(ADAMANTAN-1-YL)-2-((6-ISOBUTYL-2-OXO-1,2-DIHYDROPYRIMIDIN-4-YL)OXY)ACETAMIDE C12(CC3CC(CC(C1)C3)C2)C(C(=O)N)OC2=NC(NC(=C2)CC(C)C)=O